Cl.N1CC(C1)N1CCN(CC1)C(=O)C1=C(C=C(C=C1)NC=1C=2N(C=CN1)C(=CN2)C2=CC(=C(C=C2)OC)F)C (4-(azetidin-3-yl)piperazin-1-yl)(4-((3-(3-fluoro-4-methoxy-phenyl)imidazo[1,2-a]pyrazin-8-yl)amino)-2-methylphenyl)methanone hydrochloride